7-chloro-2-phenyl-1H-pyrrolo[3,2-b]Pyridine-3-carboxylic acid ethyl ester C(C)OC(=O)C1=C(NC=2C1=NC=CC2Cl)C2=CC=CC=C2